3-(hexadecan-2-yl)-1,2,4-oxadiazol-5(4H)-one CC(CCCCCCCCCCCCCC)C1=NOC(N1)=O